(3R,4R)-4-((7-(1-(2,2-difluoroethyl)pyrrolidin-3-yl)-5-fluoropyrrolo[2,1-f][1,2,4]triazin-2-yl)amino)-1-(methylsulfonyl)piperidin-3-ol FC(CN1CC(CC1)C1=CC(=C2C=NC(=NN21)N[C@H]2[C@@H](CN(CC2)S(=O)(=O)C)O)F)F